C(C(C)C)(=O)OCOC1=C(C(=NC2=CC(=C(C=C12)Cl)OC)C)C1=CC=C(C=C1)OC1=CC=C(C=C1)OC(F)(F)F (6-chloro-7-methoxy-2-methyl-3-(4-(4-(trifluoromethoxy)phenoxy) phenyl)quinolin-4-yloxy)methyl isobutyrate